tert-Butyl ((3S,4S)- and (3R,4R)-4-formyltetrahydrofuran-3-yl)carbamate C(=O)[C@H]1[C@@H](COC1)NC(OC(C)(C)C)=O |r|